6-(5-(benzo[b]thiophen-2-yl)isoxazole-3-carboxamido)hexyl-5-((3aS,4S,6aR)-2-oxohexahydro-1H-thieno[3,4-d]imidazol-4-yl)pentanoate S1C2=C(C=C1C1=CC(=NO1)C(=O)NCCCCCCOC(CCCC[C@@H]1SC[C@@H]3NC(N[C@@H]31)=O)=O)C=CC=C2